FC1=CC=C(C=C1)NC1=NC2=CC=CC=C2C(=N1)N N2-(4-fluorophenyl)quinazoline-2,4-diamine